CN(CCOC1=NC2=CC(=CC=C2N=C1)C1=C(N=C2N1CCN2)C2=NC(=CC=C2)C)C dimethyl-(2-{7-[2-(6-methyl-pyridin-2-yl)-6,7-dihydro-5H-imidazo[1,2-a]imidazol-3-yl]-quinoxalin-2-yloxy}-ethyl)-amine